CC1=C(C(=C(C1([Rh+2])C)C)C)C pentamethylcyclopentadienylrhodium (III)